FC(CN1N=NC2=C1C=C(C=C2)C=2C=CN1N=C(N=C(C12)OC)NC1CCC(CC1)(C#N)C)F 4-((5-(1-(2,2-Difluoroethyl)-1H-benzo[d][1,2,3]triazol-6-yl)-4-methoxypyrrolo[2,1-f][1,2,4]triazin-2-yl)amino)-1-methylcyclohexane-1-carbonitrile